7-(1-hydroxycyclopropyl)-5,6,7,8-tetrahydro-1,6-naphthyridine-2-carboxylic acid hydrochloride Cl.OC1(CC1)C1NCC=2C=CC(=NC2C1)C(=O)O